ClC1=NC(=CC=C1C(=O)O)N1N=C(C=C1)[Ge](C)(C)C 2-Chloro-6-(3-trimethylgermylpyrazol-1-yl)pyridine-3-carboxylic acid